3-hydroxy-7-methyl-2,3-dihydrobenzo[4,5]imidazo[2,1-b]thiazole-6-carboxylic acid methyl ester COC(=O)C1=CC2=C(N=C3SCC(N32)O)C=C1C